(S)-5-(3-((R)-1-aminoethyl)-6-(2-hydroxy-6-methyl-4-(trifluoromethyl)phenyl)-2H-pyrazolo[3,4-b]pyridin-2-yl)-1-methylpiperidin-2-one N[C@H](C)C=1N(N=C2N=C(C=CC21)C2=C(C=C(C=C2C)C(F)(F)F)O)[C@H]2CCC(N(C2)C)=O